8-((2-fluoro-4-iodophenyl)amino)-3,4-dihydro-2,6-naphthyridin-1(2H)-one FC1=C(C=CC(=C1)I)NC=1C=NC=C2CCNC(C12)=O